1-Methyl-2-(6-trifluoromethyl-benzothiazol-2-ylamino)-1H-benzoimidazole-5-carboxylic acid (trans-4-hydroxy-cyclohexylmethyl)-amide O[C@@H]1CC[C@H](CC1)CNC(=O)C1=CC2=C(N(C(=N2)NC=2SC3=C(N2)C=CC(=C3)C(F)(F)F)C)C=C1